N-(2-cyclopropyl-4-iodo-5-methylphenyl)-N-(2-(methoxymethyl)-1H-imidazo[4,5-b]pyridin-5-yl)but-2-ynamide C1(CC1)C1=C(C=C(C(=C1)I)C)N(C(C#CC)=O)C1=CC=C2C(=N1)N=C(N2)COC